2,6-difluoro-3-chloro-5-trifluoromethylpyridine FC1=NC(=C(C=C1Cl)C(F)(F)F)F